CN(C1CC2=CC=C(C=C2C1)N)C N2,N2-dimethyl-2,3-dihydro-1H-indene-2,5-diamine